FC1(C(C(C(C(C1(F)F)(F)F)([K])F)(F)F)(F)F)F perfluoro-4-cyclohexylpotassium